OC1=CN=CN(C1=O)C(C(=O)N)CC1=CC=C(C=C1)C#CC1=CC=C(C=C1)CN1CCOCC1 2-(5-hydroxy-6-oxopyrimidin-1(6H)-yl)-3-(4-((4-(morpholinomethyl)phenyl)ethynyl)phenyl)propanamide